ClC1=CC(=C(COC2=NC=C(C(=N2)N2C[C@@H](N(CC2)C(=O)OC(C)(C)C)C)F)C=C1)F tert-butyl (2S)-4-{2-[(4-chloro-2-fluorobenzyl)oxy]-5-fluoropyrimidin-4-yl}-2-methylpiperazine-1-carboxylate